C(C)(C)(C)OC(N[C@@H]1C(N(C2=C(OC1)C=CC(=C2)C(NOCC(C)(C)O)=O)C)=O)=O (S)-(7-((2-hydroxy-2-methylpropyloxy)carbamoyl)-5-methyl-4-oxo-2,3,4,5-tetrahydrobenzo[b][1,4]oxazepin-3-yl)carbamic acid tert-butyl ester